ClC=1C=CC=C2C=CC=C(C12)N1CC=2N=C(N=C(C2CC1)N1C[C@@H](N(CC1)C(C(=C)F)=O)CC#N)OC[C@@H]1N(CCC1)C 2-[(2S)-4-[7-(8-Chloro-1-naphthyl)-2-[[(2R)-1-methylpyrrolidin-2-yl]methoxy]-6,8-dihydro-5H-pyrido[3,4-d]pyrimidin-4-yl]-1-(2-fluoroprop-2-enoyl)piperazin-2-yl]acetonitrile